C1(C(CCCC1)CCC(=O)O)(CCC(=O)O)CCC(=O)O CYCLOHEXANTRIPROPIONIC ACID